ClC1=NC=2N(C(=C1)N(C(OC(C)(C)C)=O)CC=1N=C3N(C=C(C(=C3)C(F)(F)F)C)C1)N=CC2C2CC2 tert-butyl (5-chloro-3-cyclopropylpyrazolo[1,5-a]pyrimidin-7-yl)((6-methyl-7-(trifluoromethyl)imidazo[1,2-a]pyridin-2-yl)methyl)carbamate